C(=O)(O)CN[C@@H](CCCCN)C(=O)O (epsilone)-carboxymethyl-lysine